2,3,4,5,6-pentafluorophenyl 4-cyano-4-{[(ethylsulfanyl)methanethioyl]sulfanyl}-4-methylbutanoate C(#N)C(CCC(=O)OC1=C(C(=C(C(=C1F)F)F)F)F)(C)SC(=S)SCC